4-((tert-butyldimethylsilyl)oxy)pyrrolidine-2-carboxylic acid [Si](C)(C)(C(C)(C)C)OC1CC(NC1)C(=O)O